2-(4-trifluoromethylphenyl-imino)-4-(4-iodophenyl)thiazole FC(C1=CC=C(C=C1)N=C1SC=C(N1)C1=CC=C(C=C1)I)(F)F